C(C)(C)C1=C(NC2=CC=C(C=C12)C1CCN(CC1)C1CCOCC1)C=1C(=CC=2N(C1)N=NN2)C 6-(3-isopropyl-5-(1-(tetrahydro-2H-pyran-4-yl)piperidin-4-yl)-1H-indol-2-yl)-7-methyltetrazolo[1,5-a]pyridine